(S)-4-((tert-butyldimethylsilyl)oxy)butan-2-ol [Si](C)(C)(C(C)(C)C)OCC[C@H](C)O